BrC1=CC=C(C=N1)N1N=CC(=C1)C#N 1-(6-bromopyridin-3-yl)-1H-pyrazole-4-carbonitrile